CN1C(=NC2=C(C=C(C=C2C1=O)C)C(C)NC1=C(C(=O)OC)C=CC=C1)N1CC2(C1)CCCCC2 methyl 2-((1-(3,6-dimethyl-4-oxo-2-(2-azaspiro[3.5]nonan-2-yl)-3,4-dihydroquinazolin-8-yl)ethyl)amino)benzoate